3-chloro-5,7-difluoro-8-(3-((methylsulfonyl)methyl)azetidin-1-yl)isoquinoline bis(1,3-bis(Octanoyloxy)propan-2-yl)4-((4-(dimethylamino)butanoyl)thio)heptanedioate C(CCCCCCC)(=O)OCC(COC(CCCCCCC)=O)OC(CCC(CCC(=O)OC(COC(CCCCCCC)=O)COC(CCCCCCC)=O)SC(CCCN(C)C)=O)=O.ClC=1N=CC2=C(C(=CC(=C2C1)F)F)N1CC(C1)CS(=O)(=O)C